C(C)O[Si](OCC)(OCC)C(C=O)(CC)[Si](OCC)(OCC)OCC triethoxysilyl-(triethoxysilylbutyraldehyde)